5-((R)-1-(((S)-tert-butylsulfinyl)amino)-2-phenylethyl)thiophene-3-carboxamidine C(C)(C)(C)[S@](=O)N[C@H](CC1=CC=CC=C1)C1=CC(=CS1)C(=N)N